C1(C(C=CCC1)C(=O)N)C(=O)N cyclohex-3-ene-1,2-dicarboxamide